Cl.Cl.N1C(NC(CC1)=O)=O dihydropyrimidine-2,4(1H,3H)-dione dihydrochloride